C(C)(C)(C)OC(N[C@H]1[C@H](CC[C@@H](C1)C(N(C)C)=O)NC(C(=O)NC1=NC=C(C=C1)Cl)=O)=O tert-Butyl-N-((1R,2S,5S)-2-((2-((5-chloropyridin-2-yl)amino)-2-oxoacetyl)amino)-5-(dimethylcarbamoyl)cyclohexyl)carbamat